1,2-diamino-9-((2r,3s,4s,5r)-4-fluoro-3-hydroxy-5-(hydroxymethyl)tetrahydrofuran-2-yl)-7,9-dihydro-1H-purine-6,8-dione NN1C(=NC=2N(C(NC2C1=O)=O)[C@@H]1O[C@@H]([C@H]([C@H]1O)F)CO)N